(S)-1,1,2,2,5-pentamethyl-3-phenyl-1,2,3,6-tetrahydro-1,2-disiline C[Si]1([Si]([C@@H](C=C(C1)C)C1=CC=CC=C1)(C)C)C